ClC1=CC(=C(COC2=CC=CC(=N2)C=2C=C(C(=C3CCOC32)C(=O)C3=NC2=C(N3CC3(CC3)CF)C=C(C=C2)C(=O)OC)F)C=C1)F methyl 2-(7-(6-((4-chloro-2-fluorobenzyl) oxy) pyridin-2-yl)-5-fluoro-2,3-dihydrobenzofuran-4-carbonyl)-1-((1-(fluoromethyl) cyclopropyl) methyl)-1H-benzo[d]imidazole-6-carboxylate